COC(=O)C1=C(N=C(S1)NC(CCNC(C1=CC(=CC=C1)C1=NOC(=N1)C)=O)=O)C 4-methyl-2-(3-(3-(5-methyl-1,2,4-oxadiazol-3-yl)benzoylamino)propionylamino)thiazole-5-carboxylic acid methyl ester